C(C)(C)(C)C=1NC(=C(N1)C=1C=C2N=CC=NC2=CC1)C1=NC(=CC=C1)C 6-[2-tert-butyl-5-(6-methyl-pyridin-2-yl)-1H-imidazol-4-yl]-quinoxaline